(1R)-1-cyclohexylethan-1-ol C1(CCCCC1)[C@@H](C)O